CN1CCN(CC1)C1=CC(=C(C=C1)C=1C(=NC(=CC1)C=1C=NNC1)C(=O)N)N1CCCCC1 (4-(4-methylpiperazin-1-yl)-2-(piperidin-1-yl)phenyl)-6-(1H-pyrazol-4-yl)pyridineamide